5-(2-thienoyl)amino-3-(1-propyl-1,2,3,6-tetrahydropyridin-4-yl)-1H-indole S1C(=CC=C1)C(=O)NC=1C=C2C(=CNC2=CC1)C=1CCN(CC1)CCC